methyl 2-chloropyrimidine-4-carboxylate ClC1=NC=CC(=N1)C(=O)OC